C(C)OC(CCCCC=CC=CCC)OCC 11,11-diethoxy-3,5-undecadiene